4-cyclobutoxy-6-(2-((3-(3,5-dichloropyridin-4-yl)-5-(trifluoromethyl)isoxazol-4-yl)methylene)-7-azaspiro[3.5]non-7-yl)quinoline-2-carboxylic acid C1(CCC1)OC1=CC(=NC2=CC=C(C=C12)N1CCC2(CC(C2)=CC=2C(=NOC2C(F)(F)F)C2=C(C=NC=C2Cl)Cl)CC1)C(=O)O